hydroxyacetylaspartic acid OCC(=O)N[C@@H](CC(=O)O)C(=O)O